C(C)C1=C(C(=C2C(C(=NN(C2=C1)C1=CC=C(C=C1)OC(F)(F)F)C(=O)O)=O)S(=O)(=O)C)C ethyl-6-methyl-5-methylsulfonyl-4-oxo-1-[4-(trifluoromethoxy)phenyl]cinnoline-3-carboxylic acid